C1(=CC=CC=C1)C(C1(CC1)O)C1=CC=CC=C1 1-((diphenyl)methyl)cyclopropane-1-ol